CC1(OB(OC1(C)C)CCC[C@@]12[C@@](N(CC1OC(=S)OC1=CC=C(C=C1)C)C(=O)OC(C)(C)C)(CCC2)C(=O)OC)C 1-(tert-butyl) 6a-methyl (3aR,6aS)-3a-(3-(4,4,5,5-tetramethyl-1,3,2-dioxaborolan-2-yl)propyl)-3-(((p-tolyloxy)carbonothioyl)oxy)hexahydrocyclopenta[b]pyrrole-1,6a-dicarboxylate